(1-(((3-(isopropylthio)pyridin-2-yl)methyl)amino)-2-methyl-1-oxoprop-2-yl)carbamic acid tert-butyl ester C(C)(C)(C)OC(NC(C(=O)NCC1=NC=CC=C1SC(C)C)(C)C)=O